O[C@@H]1[C@@H](C[C@H](CC1)N1N=C2C=C(C(=CC2=C1)C(=O)NC1=CN=C2N1N=CC=C2)OC)C ((1S,3R,4S)-4-hydroxy-3-methylcyclohexyl)-N-(imidazo[1,2-b]pyridazin-3-yl)-6-methoxy-2H-indazole-5-carboxamide